3-(6-(diethylamino)-1H-benzimidazol-2-yl)-1H-indazol-4-amine C(C)N(C=1C=CC2=C(NC(=N2)C2=NNC=3C=CC=C(C23)N)C1)CC